C(C)(C)(C)C1=C(C(=CC(=C1)C1=C2N(C3=CC(=CC=C13)C)C=C(C=C2)C)C(C)(C)C)O 2,6-di-tert-butyl-4-(3,7-dimethylpyrido[1,2-a]indol-10-yl)phenol